FC(CN1N=C(C(=C1)C=1C2=C(N=CN1)C=C(C(=N2)N)OC)C2=CC=CC=C2)F 4-(1-(2,2-difluoroethyl)-3-phenyl-1H-pyrazol-4-yl)-7-methoxypyrido[3,2-d]pyrimidin-6-amine